2-amino-3-(4-(tetrahydro-2H-pyran-4-yl)phenyl)propanoic acid NC(C(=O)O)CC1=CC=C(C=C1)C1CCOCC1